cyanocopper(I) C(#N)[Cu]